3H-Naphtho[2,1-b]pyran-3-one C=1C2=C(OC(C1)=O)C=CC1=CC=CC=C12